BrC1=C(C=CC(=C1)OC1=C(C=C(C=C1)C1=NC2=C(N1)C=C(C=C2)C(NC(C)C)=N)F)C2=NC1=C(N2)C=C(C=C1)C(NC(C)C)=N 2-(2-Bromo-4-(2-fluoro-4-(6-(N-isopropylcarbamimidoyl)-1H-benzo[d]imidazol-2-yl)phenoxy)phenyl)-N-isopropyl-1H-benzo[d]imidazole-6-carboximidamide